14-{[(2R,3S,5R)-5-(6-amino-2-fluoro-9H-purin-9-yl)-2-ethynyl-3-hydroxyoxolan-2-yl]methoxy}-14-oxotetradecanoic acid NC1=C2N=CN(C2=NC(=N1)F)[C@H]1C[C@@H]([C@@](O1)(C#C)COC(CCCCCCCCCCCCC(=O)O)=O)O